[C@@H](C)(CC)NC(=O)C=1N=CN2C1CN(CC2)C(=O)NC2=CC(=C(C(=C2)F)F)F (R)-N1-(Sec-butyl)-N7-(3,4,5-trifluorophenyl)-5,6-dihydroimidazo[1,5-a]pyrazine-1,7(8H)-dicarboxamide